piperidine-2-carbonitrile N1C(CCCC1)C#N